racemic-7,8-dichloro-5-(2-iodoethyl)-10-(2-methyl-2H-1,2,3-triazol-4-yl)-3,4,5,6-tetrahydroazepino[4,5-b]indol-2(1H)-one ClC1=C(C=C(C=2C3=C(NC12)[C@@H](CNC(C3)=O)CCI)C3=NN(N=C3)C)Cl |r|